F[C@@H]1CN(C[C@H]1NC(C=C)=O)C1=NC(=C2N=CN(C2=N1)C)NC=1C(=NN(C1)CCCCCNC(OC(C)(C)C)=O)OC tert-butyl N-[5-[4-[[2-[(3R,4R)-3-fluoro-4-(prop-2-enoylamino) pyrrolidin-1-yl]-9-methyl-purin-6-yl]amino]-3-methoxy-pyrazol-1-yl]pentyl]carbamate